3,5-dimethoxy-N-tert-butylbenzoyl-formamide COC=1C=C(C(=O)N(C=O)C(C)(C)C)C=C(C1)OC